(S)-2-(4-(6-((2-cyanobenzyl)oxy)pyridin-2-yl)-2,5-difluorobenzyl)-1-(4,4-dimethyltetrahydrofuran-3-yl)-1H-benzo[d]imidazole-6-carboxylic acid C(#N)C1=C(COC2=CC=CC(=N2)C2=CC(=C(CC3=NC4=C(N3[C@@H]3COCC3(C)C)C=C(C=C4)C(=O)O)C=C2F)F)C=CC=C1